BrC1=NC(=CC=C1)C1=NN=CN1C(C)C 2-bromo-6-(4-isopropyl-4H-1,2,4-triazol-3-yl)pyridine